7-methoxy-1-methyl-9-(2-(piperazin-1-yl)ethyl)-9H-pyrido[3,4-b]indole COC1=CC=C2C3=C(N(C2=C1)CCN1CCNCC1)C(=NC=C3)C